2-chloro-5,9,9-trimethyl-9H-fluorene ClC1=CC=2C(C3=CC=CC(=C3C2C=C1)C)(C)C